1-[4-[(E)-2-methoxycarbonyl-vinyl]-phenoxycarbonyl]-1-methyl-ethylene COC(=O)/C=C/C1=CC=C(OC(=O)C(=C)C)C=C1